3-(5-(difluoromethyl)-1,3,4-thiadiazol-2-yl)-N-(3-methyloxetan-3-yl)-8-(2-oxa-7-azaspiro[3.5]nonan-7-yl)imidazo[1,5-a]pyridine-6-sulfonamide FC(C1=NN=C(S1)C1=NC=C2N1C=C(C=C2N2CCC1(COC1)CC2)S(=O)(=O)NC2(COC2)C)F